BrC1=CNC2=C1C(=NC=C2C#N)C 3-bromo-4-methyl-1H-pyrrolo[3,2-c]pyridine-7-carbonitrile